COC(C1=CC(=NC=C1)CN1C[C@H](CC1)N1C(N(C=2C1=NC=CC2)C2=C(C=C(C=C2)C2=CC(=C(C=C2)O)C#N)O)=O)=O (S)-2-((3-(1-(3'-cyano-3,4'-dihydroxy-[1,1'-biphenyl]-4-yl)-2-oxo-1,2-dihydro-3H-imidazo[4,5-b]pyridin-3-yl)pyrrolidin-1-yl)methyl)isonicotinic acid methyl ester